C(C)(C)(C)OC1=CC=C(C=C1)C[C@@H](C(=O)OC)NC(CC1CCN(CC1)C(CCC1=CC=C(C=C1)OCC)=O)=O Methyl (S)-3-(4-(tert-butoxy)phenyl)-2-(2-(1-(3-(4-ethoxyphenyl)propanoyl)piperidin-4-yl)acetamido)propanoate